N-(3α,7α-dihydroxyl-4β-fluoro-6α-ethyl-5β-cholan-24-yl)-p-trifluoromethoxybenzenesulfonamide O[C@H]1[C@@H]([C@H]2[C@H]([C@H]([C@H]3[C@@H]4CC[C@H]([C@@H](CCCNS(=O)(=O)C5=CC=C(C=C5)OC(F)(F)F)C)[C@]4(CC[C@@H]3[C@]2(CC1)C)C)O)CC)F